6,7,4'-Trimethoxyflavone COC=1C=C2C(C=C(OC2=CC1OC)C1=CC=C(C=C1)OC)=O